ClC1=CC=2N(C=C1)N=C(C2C2=C(C=CC=C2)Cl)C(=O)N2[C@H](C(C1(CN(C1)C(C=C)=O)CC2)(F)F)C (S)-1-(7-(5-chloro-3-(2-chlorophenyl)pyrazolo[1,5-a]pyridine-2-carbonyl)-5,5-difluoro-6-methyl-2,7-diazaspiro[3.5]nonan-2-yl)prop-2-en-1-one